OCC12CCC(C1)(C2)C(=O)OC methyl 4-(hydroxy-methyl)bicyclo[2.1.1]hexane-1-carboxylate